(S)-N-(2-(1-(3-chloro-4-((3,5-difluoropyridin-2-yl)methoxy-d2)-5',6-dimethyl-2-carbonyl-2H-[1,4'-bipyridine]-2'-yl)-4-fluoro-1H-pyrazol-3-yl)propan-2-yl)-N-methylacetamide ClC=1C(N(C(=CC1OC([2H])([2H])C1=NC=C(C=C1F)F)C)C1=CC(=NC=C1C)N1N=C(C(=C1)F)C(C)(C)N(C(C)=O)C)=C=O